F[C@@H]1[C@H]([C@H](NC1=O)COC1=NC=CC2=CC(=C(C=C12)OC(C)C)C(=O)N)C 1-{[(2S,3S,4R)-4-fluoro-3-methyl-5-oxopyrrolidin-2-yl]methoxy}-7-(propan-2-yloxy)isoquinoline-6-carboxamide